methyl (3S)-3-(3,7-dimethyl-3H-[1,2,3]triazolo[4,5-b]pyridin-6-yl)-3-[7-(hydroxymethyl)-1-benzothiophen-5-yl]-2,2-dimethylpropanoate CN1N=NC=2C1=NC=C(C2C)[C@@H](C(C(=O)OC)(C)C)C=2C=C(C1=C(C=CS1)C2)CO